tert-butyl (1R,3s,5S)-3-((6-((5-(difluoromethoxy)-1H-pyrazol-3-yl)amino)pyrazin-2-yl)oxy)-9-azabicyclo[3.3.1]nonane-9-carboxylate FC(OC1=CC(=NN1)NC1=CN=CC(=N1)OC1C[C@H]2CCC[C@@H](C1)N2C(=O)OC(C)(C)C)F